N=1NN=C2C1C=CC(=C2)N 2H-benzo[d][1,2,3]triazol-5-amine